4'-cyclopropyl-6'-methoxy-N4-(4-(5-methyl-3-(trifluoromethyl)-1H-pyrazol-1-yl)benzyl)-[2,5'-bipyrimidine]-4,5-diamine C1(CC1)C1=NC=NC(=C1C1=NC=C(C(=N1)NCC1=CC=C(C=C1)N1N=C(C=C1C)C(F)(F)F)N)OC